BrC=1C(=C2C(=NC1)N=C(N2)C2=C(N(C(=C2)C)C=2C=C(C(=O)NCCN(C)C)C=CC2C)C)NC2=CC(=CC=C2)S(N)(=O)=O 3-(3-(6-Bromo-7-((3-sulfamoylphenyl)amino)-1H-imidazo[4,5-b]pyridin-2-yl)-2,5-dimethyl-1H-pyrrol-1-yl)-N-(2-(dimethylamino)ethyl)-4-methylbenzamid